(3-(6-amino-2,3-difluorophenyl)prop-2-yn-1-yl)(6-methoxy-3-nitro-pyridin-2-yl)-carbamic acid tert-butyl ester C(C)(C)(C)OC(N(C1=NC(=CC=C1[N+](=O)[O-])OC)CC#CC1=C(C(=CC=C1N)F)F)=O